BrC1=C2C=CC=NC2=C(C=C1)NC(C1=CC(=CC=C1)F)=O 5-bromo-8-(3-fluorobenzamido)quinoline